N-((1r,4r)-4-aminocyclohexyl)-6-carbamimidoyl-1-((3-(hydroxyl-methyl)naphthalen-1-yl)methyl)-1H-indole-2-carboxamide NC1CCC(CC1)NC(=O)C=1N(C2=CC(=CC=C2C1)C(N)=N)CC1=CC(=CC2=CC=CC=C12)CO